ClC=1C=C(C(=NC1)C(C)C1=C(C(=O)N)C=C(C=C1C=1SC(=CN1)C)OC1COC1)F [1-(5-chloro-3-fluoropyridin-2-yl)ethyl]-3-(5-methyl-1,3-thiazol-2-yl)-5-(oxetan-3-yloxy)benzamide